4-(4-(2-Cyanoethyl)piperazin-1-yl)-N-(2-(3,3-difluorocyclopentyl)ethyl)-1H-benzo[d]imidazole-1-carboxamide C(#N)CCN1CCN(CC1)C1=CC=CC=2N(C=NC21)C(=O)NCCC2CC(CC2)(F)F